2-bromo-6-(cyclopropylfluoromethyl)pyridine BrC1=NC(=CC=C1)C(F)C1CC1